15-chloro-9-[(propan-2-yloxy)methyl]-2,4,8,10,11-pentaazatetracyclo[11.4.0.02,6.08,12]heptadeca-1(17),3,5,9,11,13,15-heptaene-5-carboxylic acid ClC=1C=C2C3=NN=C(N3CC3=C(N=CN3C2=CC1)C(=O)O)COC(C)C